The molecule is a dipeptide formed from L-phenylalanine and L-valine residues. It has a role as a metabolite. It derives from a L-phenylalanine and a L-valine. CC(C)[C@@H](C(=O)O)NC(=O)[C@H](CC1=CC=CC=C1)N